ClC=1C(=NC=CC1C1=NC(=C(C=C1)CNCC1CCC(N1)=O)OC)C1=C(C(=CC=C1)NC1=NC=CC(=C1F)CNCCO)C 5-((((3'-chloro-2'-(3-((3-fluoro-4-(((2-hydroxyethyl)amino)methyl)pyridin-2-yl)amino)-2-methylphenyl)-6-methoxy-[2,4'-bipyridin]-5-yl)methyl)amino)methyl)pyrrolidin-2-one